2-(2,5-Dichlorophenyl)-N-[1-(4-methoxyphenyl)-5-oxopyrrolidin-3-yl]acetamide ClC1=C(C=C(C=C1)Cl)CC(=O)NC1CN(C(C1)=O)C1=CC=C(C=C1)OC